7-((1-acetylpiperidin-4-yl)methoxy)-5-fluoro-2-((piperidin-4-ylthio)methyl)quinazolin-4(3H)-one hydrochloride Cl.C(C)(=O)N1CCC(CC1)COC1=CC(=C2C(NC(=NC2=C1)CSC1CCNCC1)=O)F